ClC=1C(NN=CC1N1C[C@@H](CC1)OC1=NC=CC(=C1)C=1N(C2=CC=C(C=C2C1)OC)C)=O (R)-4-chloro-5-(3-((4-(5-methoxy-1-methyl-1H-indol-2-yl)pyridin-2-yl)oxy)pyrrolidin-1-yl)pyridazin-3(2H)-one